COC1=C(CN2C(C=3C(=NC(=C(C3C2)F)N[C@@H]2[C@@H](CCCC2)NC(OC(C)(C)C)=O)C=2C=NN(C2)C)=O)C=CC(=C1)OC cis-tert-Butyl 2-(2-(2,4-dimethoxybenzyl)-7-fluoro-4-(1-methyl-1H-pyrazol-4-yl)-3-oxo-2,3-dihydro-1H-pyrrolo[3,4-c]pyridin-6-ylamino)cyclohexylcarbamate